(4S,7S,9aS)-8,8-dimethyl-4-[(2S)-2-(methylamino)propanamido]-5-oxo-octahydropyrrolo[2,1-b][1,3]thiazepine-7-amidol CC1(C[C@@H]2SCC[C@@H](C(N2[C@@H]1N)=O)NC([C@H](C)NC)=O)C